6-formyl-L-tyrosine benzyl ester C(C1=CC=CC=C1)OC([C@@H](N)CC1=CC=C(C=C1C=O)O)=O